7-(3-(benzyloxy)cyclobutyl)-4-chloro-5-iodo-7H-pyrrolo[2,3-d]pyrimidine C(C1=CC=CC=C1)OC1CC(C1)N1C=C(C2=C1N=CN=C2Cl)I